n-benzyloxycarbonyl-L-glutamic acid γ-tert-butyl ester CC(C)(C)OC(=O)CC[C@@H](C(=O)O)NC(=O)OCC1=CC=CC=C1